SCC1=C(C=C(C(=C1)CS)CS)CS 1,2,4,5-tetramercaptomethylbenzene